ethyl (rac)-6-fluoro-7-{3-[1-hydroxy-3-(morpholin-4-yl) propyl]-1,5-dimethyl-1H-pyrazol-4-yl}-3-[3-(naphthalen-1-yloxy) propyl]-1H-indole-2-carboxylate FC1=CC=C2C(=C(NC2=C1C=1C(=NN(C1C)C)[C@@H](CCN1CCOCC1)O)C(=O)OCC)CCCOC1=CC=CC2=CC=CC=C12 |r|